CC1=CC=C(C=C1)S(=O)(=O)O.CN(C1=CC=NC=C1)C 4-(dimethylamino)pyridine p-toluenesulfonate